tert-butyl (4R)-4-hydroxy-2-(4-hydroxy-2-methylpyrimidin-5-yl)pyrrolidine-1-carboxylate O[C@@H]1CC(N(C1)C(=O)OC(C)(C)C)C=1C(=NC(=NC1)C)O